N(=[N+]=[N-])CCOC=COCCN=[N+]=[N-] 1,2-bis(2-azidoethoxy)ethaneN